3-benzylpentane-2,4-dione C(C1=CC=CC=C1)C(C(C)=O)C(C)=O